Dideuteromalonate [2H]C(C(=O)[O-])(C(=O)[O-])[2H]